N1(CCC1)C[C@H](C(C)C)N(C(C1=CC(=CC=C1)Cl)=O)C (S)-N-(1-(Azetidin-1-yl)-3-methylbutan-2-yl)-3-chloro-N-methylbenzamide